(E)-2-(2-(9-ethyl-6-nitro-9H-carbazol-3-yl)vinyl)-1,1-dimethyl-1H-benzo[e]Indole C(C)N1C2=CC=C(C=C2C=2C=C(C=CC12)/C=C/C1=NC=2C=CC3=C(C2C1(C)C)C=CC=C3)[N+](=O)[O-]